3-(dimethylamino)-1-(2-furyl)-2-(trifluoromethoxy)prop-2-en-1-one tert-butyl-N-[3-(4-bromoindazol-2-yl)propyl]-N-methyl-carbamate C(C)(C)(C)OC(N(C)CCCN1N=C2C=CC=C(C2=C1)Br)=O.CN(C=C(C(=O)C=1OC=CC1)OC(F)(F)F)C